2-(3-(3,3-difluoro-1-((R)-fluoro(4-methyl-4H-1,2,4-triazol-3-yl)methyl)cyclobutyl)phenyl)-6-(1-((S)-2-isopropyl-4-methylpiperazin-1-yl)ethyl)-4-(trifluoromethyl)isoindolin-1-one FC1(CC(C1)([C@H](C1=NN=CN1C)F)C=1C=C(C=CC1)N1C(C2=CC(=CC(=C2C1)C(F)(F)F)C(C)N1[C@H](CN(CC1)C)C(C)C)=O)F